4-(((1R,4R)-4-aminocyclohexyl)methoxy)-5-fluoro-N-(4-morpholinophenyl)pyrimidin-2-amine NC1CCC(CC1)COC1=NC(=NC=C1F)NC1=CC=C(C=C1)N1CCOCC1